C(C)(C)(C)N1N=C(C(=C1C)O)C1=CC(=CC=C1)OCCC 1-(tert-Butyl)-3-(3-Propoxyphenyl)-5-methyl-pyrazol-4-ol